F[C@@H]1[C@@H](C1)C(=O)NC1=CC=C2C(=N1)NC=C2C=2C=CC=1N(C2OC)C=CN1 (1S,2S)-2-fluoro-N-(3-(5-methoxyimidazo[1,2-a]pyridin-6-yl)-1H-pyrrolo[2,3-b]pyridin-6-yl)cyclopropane-1-carboxamide